N[C@@H]1C2=C(OC13CCN(CC3)C=3C(NC(=CN3)SC3=C(C(=CC=C3)Cl)Cl)=O)C=CC=C2 (R)-3-(3-Amino-3H-spiro-[benzofuran-2,4'-piperidin]-1'-yl)-6-((2,3-dichlorophenyl)thio)pyrazin-2(1H)-on